CC1=C(OC2=C(C=C(C=C2C1=O)C)[C@@H](C)N1C=NC(C2=CC=CC=C12)=O)C1=CC=CC=C1 1-[(1R)-1-(3,6-Dimethyl-4-oxo-2-phenyl-chromen-8-yl)ethyl]quinazolin-4-one